NCC(O)C=1C=NN(C1)C1=C(C=C(C#N)C=C1)OC1=CC(=NC(=C1)C1=CC=CC=C1)C 4-[4-(2-amino-1-hydroxyethyl)pyrazol-1-yl]-3-(2-methyl-6-phenylpyridin-4-yl)oxybenzonitrile